(S)-2-(1-Cyclopropyl-3-methyl-4-oxo-1,4-dihydro-5H-pyrazolo[3,4-d]pyridazin-5-yl)-N-(1-(2-fluoro-4-methoxyphenyl)ethyl)acetamid C1(CC1)N1N=C(C2=C1C=NN(C2=O)CC(=O)N[C@@H](C)C2=C(C=C(C=C2)OC)F)C